Z-11,13-hexadecadienal C(CCCCCCCCC\C=C/C=CCC)=O